C(C)P1(C=C(CC1)C)=O 1-ethyl-3-methyl-2-phospholene-1-oxide